C1(CC=CCC1)C1CC=CCC1 bicyclohexane-3,3'-diene